C1(CC1)CN1C(=CC2=CC=CC(=C12)C1CCN(CC1)C(CCO)=O)C1=NN2C(C=CC(=C2)C(=O)OCC)=C1C ethyl 2-(1-(cyclopropylmethyl)-7-(1-(3-hydroxypropionyl) piperidin-4-yl)-1H-indol-2-yl)-3-methylpyrazolo[1,5-a]pyridine-6-carboxylate